2-amino-N-(3-hydroxyadamantan-1-yl)nicotinamide NC1=C(C(=O)NC23CC4(CC(CC(C2)C4)C3)O)C=CC=N1